N-(aminoethyl)-gamma-aminopropyl-methyldiethoxysilane NCCNCCC[Si](OCC)(OCC)C